(1R,5S,6r)-Ethyl 3-((tert-butyldimethylsilyl)oxy)bicyclo[3.1.0]hexane-6-carboxylate [Si](C)(C)(C(C)(C)C)OC1C[C@H]2C([C@H]2C1)C(=O)OCC